(6-((5-Bromo-2-((5-ethynyl-2-methoxy-4-(4-(4-methylpiperazin-1-yl)piperidin-1-yl)phenyl)amino)pyrimidin-4-yl)amino)-2,3-dihydrobenzo[b][1,4]dioxin-5-yl)dimethylphosphine BrC=1C(=NC(=NC1)NC1=C(C=C(C(=C1)C#C)N1CCC(CC1)N1CCN(CC1)C)OC)NC1=C(C2=C(OCCO2)C=C1)P(C)C